C(OCC(F)(F)F)([O-])=O dl-2,2,2-trifluoroethyl carbonate